BrC1=CC=C(C=C1)[C@@H]1[C@H]([C@@H](C[C@@H](C1)OCC)CO)C(=O)OCC1=CC=CC=C1 benzyl (1R,2S,4R,6R)-2-(4-bromophenyl)-4-ethoxy-6-(hydroxymethyl)cyclohexane-1-carboxylate